C(CCCCCCCCCCCCCCCC)(=O)OCCCC butyl margarate